O=C([C@@H](C)NC(OC(C)(C)C)=O)NC1=CC=C(C=C1)C1=NOC(N1)=O tert-Butyl (R)-(1-oxo-1-((4-(5-oxo-4,5-dihydro-1,2,4-oxadiazol-3-yl)phenyl)amino) propan-2-yl)carbamate